Ethyl 2-(4,7-dichloro-6-(4-((3R,4R)-1-ethyl-3-fluoropiperidin-4-yl)phenyl)-2H-indazol-2-yl)-2-((S)-6-fluoro-6,7-dihydro-5H-pyrrolo[1,2-c]imidazol-1-yl)acetate ClC=1C2=CN(N=C2C(=C(C1)C1=CC=C(C=C1)[C@@H]1[C@H](CN(CC1)CC)F)Cl)C(C(=O)OCC)C1=C2N(C=N1)C[C@H](C2)F